ClCC1=NSC(=N1)NC(=O)C1=CSC(=C1)C1=CC(=CC=C1)OC(F)(F)F N-(3-(chloromethyl)-1,2,4-thiadiazol-5-yl)-5-(3-(trifluoromethoxy)phenyl)thiophene-3-carboxamide